COC1=CC2=C(NC(=N2)C2=CC(=NN2CC2=CC=C(C=C2)OC)N)C=C1 5-(5-methoxy-1H-benzimidazol-2-yl)-1-[(4-methoxyphenyl)methyl]pyrazol-3-amine